C(C)C1=CC=C(C#N)C=C1 p-ethyl-Benzonitrile